4-amino-6-isopropoxy-N-(4-(methoxymethyl)phenyl)-7-(1-methylcyclopropyl)-7H-pyrrolo[2,3-d]pyrimidine-5-carboxamide NC=1C2=C(N=CN1)N(C(=C2C(=O)NC2=CC=C(C=C2)COC)OC(C)C)C2(CC2)C